N-[rac-(4S,5R)-4-(3-aminophenyl)-7-ethyl-3-methyl-6-oxo-1-phenyl-4,5-dihydropyrazolo[3,4-b]pyridin-5-yl]-4-(trifluoromethyl)pyrimidine-2-carboxamide NC=1C=C(C=CC1)[C@H]1C2=C(N(C([C@@H]1NC(=O)C1=NC=CC(=N1)C(F)(F)F)=O)CC)N(N=C2C)C2=CC=CC=C2 |r|